C[C@@H]1N([C@@H](CC1)C)C1=NC(=CC=C1C(=O)NS(=O)(=O)C=1C(NC=CC1)=O)C1=CC=CC=C1 2-[(2S,5R)-2,5-Dimethylpyrrolidin-1-yl]-N-[(2-oxo-1H-pyridin-3-yl)sulfonyl]-6-phenylpyridin-3-carboxamid